N-[3-Fluoro-4-[(7-fluoro-1,5-naphthyridin-4-yl)oxy]phenyl]-5-(4-fluorophenyl)-6-methyl-4-oxo-1-propan-2-ylpyridine-3-carboxamide FC=1C=C(C=CC1OC1=CC=NC2=CC(=CN=C12)F)NC(=O)C1=CN(C(=C(C1=O)C1=CC=C(C=C1)F)C)C(C)C